tert-butyl N-[4-(hydroxymethyl)cyclohexyl]carbamate OCC1CCC(CC1)NC(OC(C)(C)C)=O